10-iodo-1-(2-hydroxy-3,4-dimethoxy-6-methylphenyl)-1-decanone ICCCCCCCCCC(=O)C1=C(C(=C(C=C1C)OC)OC)O